3-chloro-6-(4-fluorophenyl)-5H-pyrrolo[2,3-b]Pyrazine ClC1=CN=C2C(=N1)NC(=C2)C2=CC=C(C=C2)F